1,2-Dipalmitoyl-Cis-sn-glycero-3-phosphorylcholine C(CCCCCCCCCCCCCCC)(=O)OC[C@@H](OC(CCCCCCCCCCCCCCC)=O)COP(=O)(O)OCC[N+](C)(C)C